2-styryl-1,3-dioxan C(=CC1=CC=CC=C1)C1OCCCO1